5-(methoxymethoxy)-3,4,6-trimethylpicolinic acid COCOC=1C(=C(C(=NC1C)C(=O)O)C)C